CC=1C=C(C=C(C1)C)N1N=C2C(CNCC2)=C1N1CNC=C1 3-[2-(3,5-dimethylphenyl)-4,5,6,7-tetrahydropyrazolo[4,3-c]Pyridin-3-yl]-1H-imidazole